2-[(10R)-12-[2-[3-(azepan-1-yl)prop-1-ynyl]-4-pyridinyl]-1,5,6,8,12-pentaazatricyclo[8.4.0.02,7]tetradeca-2(7),3,5-trien-4-yl]phenol N1(CCCCCC1)CC#CC1=NC=CC(=C1)N1C[C@H]2CNC=3N=NC(=CC3N2CC1)C1=C(C=CC=C1)O